ON1C(C2=CC=CC=3C2=C(C1=O)C=CC3N3CCN(CCC3)C(=O)OC(C)(C)C)=O tert-butyl 4-(2-hydroxy-1,3-dioxo-2,3-dihydro-1H-benzo[de]isoquinolin-6-yl)-1,4-diazepane-1-carboxylate